FC([C@H]1CNC(N1C1=CC=C(C=C1)C)=O)F (R)-5-(difluoromethyl)-1-(p-tolyl)imidazolidin-2-one